ClC=1C=C(CNC2CC3=C(C=C(C(=C3CC2)OC)C)OC)C=C(C1)C N-(3-chloro-5-methylbenzyl)-5,8-dimethoxy-6-methyl-1,2,3,4-tetrahydronaphthalen-2-amine